tert-butyl 3-((2-chlorobenzo[d]oxazol-5-yl)oxy)azetidine-1-carboxylate ClC=1OC2=C(N1)C=C(C=C2)OC2CN(C2)C(=O)OC(C)(C)C